(S)-4-(3-(3-cyanoazetidin-1-yl)-2-(4-((4-(morpholinomethyl)phenyl)ethynyl)phenyl)propyl)-6-oxo-1,6-dihydropyrimidin-5-yl hydrogen sulfate S(=O)(=O)(OC1=C(N=CNC1=O)C[C@H](CN1CC(C1)C#N)C1=CC=C(C=C1)C#CC1=CC=C(C=C1)CN1CCOCC1)O